tert-butyl 4-((5-fluoro-4-(3-(3-oxomorpholino)phenyl)pyrimidin-2-yl)amino)piperidine-1-carboxylate FC=1C(=NC(=NC1)NC1CCN(CC1)C(=O)OC(C)(C)C)C1=CC(=CC=C1)N1C(COCC1)=O